bis(2,4-pentanedione) platinum (II) [Pt+2].CC(CC(C)=O)=O.CC(CC(C)=O)=O